4,6-Dichloro-7-methoxy-2-methyl-3-(3'-(trifluoromethoxy)-[1,1'-biphenyl]-4-yl)quinoline ClC1=C(C(=NC2=CC(=C(C=C12)Cl)OC)C)C1=CC=C(C=C1)C1=CC(=CC=C1)OC(F)(F)F